3-{5-[5-(6-carbamoyl-1-methyl-1H-indazol-4-yl)-1H-1,2,4-triazol-3-yl]-4-chloro-3-methyl-1H-pyrazol-1-yl}propanoic acid C(N)(=O)C1=CC(=C2C=NN(C2=C1)C)C1=NC(=NN1)C1=C(C(=NN1CCC(=O)O)C)Cl